3,5-bis(benzhydryl)-2'-iodo-3',6'-dimethoxybiphenyl C(C1=CC=CC=C1)(C1=CC=CC=C1)C=1C=C(C=C(C1)C(C1=CC=CC=C1)C1=CC=CC=C1)C1=C(C(=CC=C1OC)OC)I